N-((cis)-3-(2-cyano-5-methylphenyl)cyclobutyl)-1-((R or S)-1-(5-methoxy-6-((1R,5S)-2-oxo-3-azabicyclo[3.1.0]hexan-3-yl)pyridin-3-yl)ethyl)-1H-pyrazole-4-carboxamide C(#N)C1=C(C=C(C=C1)C)[C@H]1C[C@H](C1)NC(=O)C=1C=NN(C1)[C@H](C)C=1C=NC(=C(C1)OC)N1C([C@@H]2C[C@@H]2C1)=O |o1:21|